5-(hydroxymethyl-benzofuran-3-yl)piperidine-2,6-dione OCC=1OC2=C(C1C1CCC(NC1=O)=O)C=CC=C2